1-[(3-CHLORO-1-BENZOTHIOPHEN-2-YL)METHYL]PIPERIDINE-3-CARBALDEHYDE ClC1=C(SC2=C1C=CC=C2)CN2CC(CCC2)C=O